Pyridyl Sulfide N1=C(C=CC=C1)SC1=NC=CC=C1